FC=1C=C(CC2=NC3=C(N2C2CCC(CC2)(F)F)C=CC(=C3)C=3C(=NOC3C)C)C=CC1F 4-(2-(3,4-difluorobenzyl)-1-(4,4-difluorocyclohexyl)-1H-benzo[d]imidazol-5-yl)-3,5-dimethylisoxazole